O1C(OCCC1)CCC(C=1C=NC=CC1)NS(=O)C(C)(C)C N-(3-(1,3-dioxan-2-yl)-1-(pyridin-3-yl)propyl)-2-methylpropan-2-sulfinamide